N-(acetamidomethyl)benzothiazine C(C)(=O)NCN1SC2=C(C=C1)C=CC=C2